2-[2-oxo-2-phenyl-acetoxy-ethoxy]-oxy-phenyl-acetic acid ethyl ester C(C)OC(CC1=C(C=CC=C1)OOCCOC(C(C1=CC=CC=C1)=O)=O)=O